Ethyl 1-(5-(3-methoxypropyl)-2-nitropyridin-3-yl)piperidine-4-carboxylate COCCCC=1C=C(C(=NC1)[N+](=O)[O-])N1CCC(CC1)C(=O)OCC